1-isopropyl-N-(5-(piperazin-1-yl)pyridin-2-yl)-4,5-dihydro-1H-pyrazolo[4,3-H]quinazolin-8-amine C(C)(C)N1N=CC=2CCC=3C=NC(=NC3C21)NC2=NC=C(C=C2)N2CCNCC2